C(CCCCCCCCCCCCCCC)C(=CC(=O)N)CCCCCCCCCCCCCCCC dicetylacrylamide